C(C1=CC=CC=C1)N1CC2C(C1)C(CC2)NCCCNC2=CC(=NC1=CC=CC=C21)C2=CC=C(C=C2)OC N1-(2-Benzyloctahydrocyclopenta[c]pyrrol-4-yl)-N3-(2-(4-methoxyphenyl)quinolin-4-yl)propane-1,3-diamine